CN([C@@H](CC(C)C)C(=O)O)C(=O)OC1CCC(CC1)(F)F.C(C)N(C(CC=1C(OC2=C(C(=C3C(=C2C1C)CCO3)O)C=O)=O)=O)CC N,N-diethyl-2-(5-formyl-4-hydroxy-9-methyl-7-oxo-1,7-dihydro-2H-furo[3,2-f]chromen-8-yl)acetamide methyl-(((4,4-difluorocyclohexyl)oxy)carbonyl)-L-leucinate